Cl.COC1=C(C=CC=C1C(=O)N)C1=CC=CC=C1 methoxy-[1,1'-biphenyl]-3-carboxamide hydrochloride